5-methyl(1,3-thiazol-2-yl)benzamide CC=1C=CC(=C(C(=O)N)C1)C=1SC=CN1